CC1(OB(OC1(C)C)C[C@H](CCOC(F)(F)F)NC(OC(C)(C)C)=O)C tert-butyl N-[(2R)-1-(4,4,5,5-tetramethyl-1,3,2-dioxaborolan-2-yl)-4-(trifluoromethoxy)butan-2-yl]carbamate